tert-butyl (S)-3-((6-amino-3-methoxy-4-methylpyridin-2-yl)oxy)pyrrolidine-1-carboxylate NC1=CC(=C(C(=N1)O[C@@H]1CN(CC1)C(=O)OC(C)(C)C)OC)C